CCCNC1=CC=CC=C1 propylaniline